C(C)(C)(C)OC(=O)N[C@H](C(=O)ON1C(CCC1=O)=O)CCN1C(C=CC1=O)=O 2,5-Dioxopyrrolidin-1-yl (S)-2-((tert-butoxycarbonyl)amino)-4-(2,5-dioxo-2,5-dihydro-1H-pyrrol-1-yl)butanoate